C[Pt](C1(C=CC=C1)[Si](C)(C)CC=C)(C)C Trimethyl-[(allyldimethylsilyl)cyclopentadienyl]platinum (IV)